C(CC(C)C)N1N(C=2C3=C(C(C(C2C1=O)=O)=O)C=CC=C3)C3=CC=CC=C3 2-Isopentyl-1-phenyl-1H-benzo[g]indazol-3,4,5(2H)-trion